C(C=C)(=O)OC(C(C)N=C=O)OC(C=C)=O 1-(diacryloyloxymethyl)ethyl isocyanate